CN1CC(C1)(C)[C@@](O)(C1=CC=C(C=C1)OC(F)(F)F)C1=C(C(=CC=C1)OC)F (S)-(1,3-Dimethyl-azetidin-3-yl)-(2-fluoro-3-methoxy-phenyl)-(4-trifluoromethoxy-phenyl)-methanol